COC(CCCCCCCCCCCCCCCCC)=O methylstearate